P(OC1=C(CC(C=C1)(O)C(C)(C)C)C(C)(C)C)(OC1=C(CC(C=C1)(O)C(C)(C)C)C(C)(C)C)OC1=C(CC(C=C1)(O)C(C)(C)C)C(C)(C)C tris[2,4-di-tert-butyl-4-hydroxyphenyl] phosphite